Diallyl-pyrrolidine tert-Butyl-(2S,5S)-5-(chloromethyl)-2-methyl-4-(1-(4-(trifluoromethyl)phenyl)ethyl)piperazine-1-carboxylate C(C)(C)(C)OC(=O)N1[C@H](CN([C@@H](C1)CCl)C(C)C1=CC=C(C=C1)C(F)(F)F)C.C(C=C)C1N(CCC1)CC=C